ClC=1C=CC(=NC1)C1(OC2=C(O1)C=CC=C2C2CCN(CC2)CC2=NC1=C(N2C[C@H]2OCC2)C=C(C=C1OC(F)(F)F)C(=O)O)C ((4-(2-(5-chloropyridin-2-yl)-2-methylbenzo[d][1,3]dioxol-4-yl)piperidin-1-yl)methyl)-1-(((S)-oxetan-2-yl)methyl)-4-(trifluoromethoxy)-1H-benzo[d]imidazole-6-carboxylic acid